(E)-3-(3-(((7-fluorobenzo[d]thiazol-2-yl)(4-methoxyphenethyl)amino)-methyl)phenyl)but-2-enoic acid FC1=CC=CC=2N=C(SC21)N(CCC2=CC=C(C=C2)OC)CC=2C=C(C=CC2)/C(=C/C(=O)O)/C